C(C=C)(=O)N1C[C@@H](N(C[C@H]1C)C1=NC(N2C3=C(C(=CC=C13)C1=NC=CC=C1F)OCC2)=O)C 7-((2S,5R)-4-acryloyl-2,5-dimethylpiperazin-1-yl)-10-(3-fluoropyridin-2-yl)-2H-[1,4]oxazino[2,3,4-ij]quinazolin-5(3H)-one